NC1=CC(=NC(=N1)CC(C)C)N1CC(C1)N(C(OC(C)(C)C)=O)C tert-butyl (1-(6-amino-2-isobutylpyrimidin-4-yl)azetidine-3-yl)(methyl)carbamate